Cl.ClC=1C2=CN(N=C2C=CC1C1=CNC2=NC(=CN=C21)N2CC(C1(CNC1)CC2)(F)F)C 7-[7-(4-chloro-2-methyl-2H-indazol-5-yl)-5H-pyrrolo[2,3-b]pyrazin-3-yl]-5,5-difluoro-2,7-diazaspiro[3.5]nonane, hydrochloride salt